CO[C@@H]1[C@H]([C@H]2OC(OC[C@H]2O[C@@H]1CN)(C)C)N1N=NC(=C1)C1=CC(=C(C(=C1)F)F)F ((4aR,6R,7R,8R,8aR)-7-methoxy-2,2-dimethyl-8-(4-(3,4,5-trifluorophenyl)-1H-1,2,3-triazol-1-yl)hexahydropyrano[3,2-d][1,3]dioxin-6-yl)methanamine